(S)- and (R)-N-(5-(2-oxa-6-azaspiro[3.4]octan-6-yl)pyridin-2-yl)-2-((4-cyanophenEthyl)amino)-2-phenylacetamide C1OCC12CN(CC2)C=2C=CC(=NC2)NC([C@H](C2=CC=CC=C2)NCCC2=CC=C(C=C2)C#N)=O |r|